isopropyl-5-(2-(5-(piperazin-1-yl)pyridin-2-yl)amino-5-fluoropyrimidin-4-yl)-pyridin-2(1H)-one C(C)(C)N1C(C=CC(=C1)C1=NC(=NC=C1F)NC1=NC=C(C=C1)N1CCNCC1)=O